(S)-4-((2-methoxyethyl)(4-(5,6,7,8-tetrahydro-1,8-naphthyridin-2-yl)butyl)amino)-2-((1-methyl-1H-indazol-3-yl)amino)butanoic acid COCCN(CC[C@@H](C(=O)O)NC1=NN(C2=CC=CC=C12)C)CCCCC1=NC=2NCCCC2C=C1